CN(CCCC=1NC=CN1)C 3-(dimethylamino)propylimidazole